[2-[[(2R)-2-[[(2R)-2-amino-3-phenyl-propionyl]amino]-4-fluoro-4-methyl-pentanoyl]amino]hexanoyl]piperidine-4-carboxylic acid methyl ester COC(=O)C1CCN(CC1)C(C(CCCC)NC([C@@H](CC(C)(C)F)NC([C@@H](CC1=CC=CC=C1)N)=O)=O)=O